(2S,3R,4S,5R,6R)-2-(((R)-1-(2,3-dichlorophenyl)-2-hydroxy-2-methylpropyl)thio)-6-(hydroxymethyl)-4-(4-(3,4,5-trifluorophenyl)-1H-1,2,3-triazol-1-yl)tetrahydro-2H-pyran-3,5-diol ClC1=C(C=CC=C1Cl)[C@H](C(C)(C)O)S[C@@H]1O[C@@H]([C@@H]([C@@H]([C@H]1O)N1N=NC(=C1)C1=CC(=C(C(=C1)F)F)F)O)CO